di-tert-butyl (2s,2'S)-2,2'-[(12-oxo-12H-benzo[a]xanthene-3,9-diyl)bis(1H-imidazole-5,2-diyl)]dipyrrolidine-1-carboxylate O=C1C2=CC=C(C=C2OC2=CC=C3C(=C12)C=CC(=C3)C3=CN=C(N3)[C@H]3N(CCC3)C(=O)OC(C)(C)C)C3=CN=C(N3)[C@H]3N(CCC3)C(=O)OC(C)(C)C